di-(5-chloronaphthyl)methylene(cyclopentadienyl)(dibenzofluorenyl)zirconium dichloride [Cl-].[Cl-].ClC1=C2C=CC=C(C2=CC=C1)C(=[Zr+2](C1=CC=CC2=C3C(=C4C=5C=CC=CC5CC4=C21)C=CC=C3)C3C=CC=C3)C3=CC=CC2=C(C=CC=C32)Cl